Methyl (2-(2-naphthamido)-4-bromobenzoyl)-L-phenylalaninate C1=C(C=CC2=CC=CC=C12)C(=O)NC1=C(C(=O)N[C@@H](CC2=CC=CC=C2)C(=O)OC)C=CC(=C1)Br